tri-(p-chlorophenyl)phosphine ClC1=CC=C(C=C1)P(C1=CC=C(C=C1)Cl)C1=CC=C(C=C1)Cl